C(C)C1=NN(C2=C1C(NCC1(CCOCC1)C2)=O)C[C@@H](COC(C2=CC(=CC=C2)F)=O)C 3-fluorobenzoic acid [(2S)-3-(3-ethyl-4-oxo-spiro[6,8-dihydro-5H-pyrazolo[4,3-c]azepin-7,4'-tetrahydropyran]-1-yl)-2-methyl-propyl] ester